O=C1NC(CCC1N1C(C2=CC=CC(=C2C1)CN1CCN(CC1)C1CCN(CC1)C1=NC(=C(C(=O)N)C=C1)C1=CC=C(C=C1)OC1=CC=CC=C1)=O)=O 6-(4-(4-((2-(2,6-dioxopiperidin-3-yl)-1-oxoisoindoline-4-yl)methyl)piperazin-1-yl)piperidin-1-yl)-2-(4-phenoxyphenyl)nicotinamide